2-[{6-(trifluoromethyl)pyridin-3-yl}oxy]quinoline-4-carbonitrile FC(C1=CC=C(C=N1)OC1=NC2=CC=CC=C2C(=C1)C#N)(F)F